ClC=1C=CC(=C(C1)N1CC(N(CC1=O)C(C(=O)NC1=CC2=CN(N=C2C=C1)C)CC1=NC=CC=C1)=O)N1N=NN=C1 2-(4-(5-chloro-2-(1H-tetrazol-1-yl)phenyl)-2,5-dioxopiperazin-1-yl)-N-(2-methyl-2H-indazol-5-yl)-3-(pyridin-2-yl)propanamide